9-methyl-octadecanoic acid CC(CCCCCCCC(=O)O)CCCCCCCCC